C1(CCC1)C=1C=C(C=CC1C(F)(F)F)NC(=O)N1C2CC(CC1(C2)C(=O)O)C cis-6-((3-cyclobutyl-4-(trifluoromethyl)phenyl)carbamoyl)-3-methyl-6-azabicyclo[3.1.1]heptane-1-carboxylic acid